4-chloro-6,7-bis(2-methoxyethoxy)quinazoline ClC1=NC=NC2=CC(=C(C=C12)OCCOC)OCCOC